5-methoxy-α-monodeutero-N,N-dimethyltryptamine COC1=CC=C2NC=C(CC(N(C)C)[2H])C2=C1